8-acetyl-3,6-dimethyl-2-(4-(methylsulfonyl)phenyl)quinazolin-4(3H)-one C(C)(=O)C=1C=C(C=C2C(N(C(=NC12)C1=CC=C(C=C1)S(=O)(=O)C)C)=O)C